(2R,3R,4S,5R)-2-(4-(2-(benzyloxy)ethyl)-7H-pyrrolo[2,3-d]pyrimidin-7-yl)-5-((R)-bicyclo[4.2.0]octa-1(6),2,4-trien-3-yl(hydroxy)methyl)tetrahydrofuran-3,4-diol C(C1=CC=CC=C1)OCCC=1C2=C(N=CN1)N(C=C2)[C@@H]2O[C@@H]([C@H]([C@H]2O)O)[C@H](O)C2=CC=1CCC1C=C2